C(CCCCCC)(=O)NCC(=O)O N-heptanoylglycine